[NH+]1=CC=CC=C1.CC1=CC=C(C=C1)S(=O)(=O)[O-] para-toluenesulfonic acid pyridinium salt